tert-Butyl 4-((6-Chloro-3-methyl-2-oxo-2,3-dihydro-1H-imidazo[4,5-c]pyridin-1-yl)methyl)piperidine-1-carboxylate ClC1=CC2=C(C=N1)N(C(N2CC2CCN(CC2)C(=O)OC(C)(C)C)=O)C